trans-4-(4-((4-(4-((1-(tert-butyl)-1H-pyrazole-4-carboxamido)methyl)-3-methylphenyl)pyrimidin-2-yl)amino)-1H-pyrazol-1-yl)cyclohexanecarboxylic acid C(C)(C)(C)N1N=CC(=C1)C(=O)NCC1=C(C=C(C=C1)C1=NC(=NC=C1)NC=1C=NN(C1)[C@@H]1CC[C@H](CC1)C(=O)O)C